C(C=CC=CC=CC=CC=CC=CCCCCCCCCC)(=O)[O-] docosahexaenoic acid anion